COC1=C(C=C(C=C1)C(=O)N1CCN(CC1)CC1CC(C1)N)N1C(NC(CC1)=O)=O 1-[2-methoxy-5-(4-{[(1r,3r)-3-aminocyclobutyl]methyl}piperazine-1-carbonyl)phenyl]-1,3-diazinane-2,4-dione